4-chloro-2-(6-chloro-2'-(2,4-dimethoxypyrimidin-5-yl)-3'-isopropyl-2,6'-dioxo-3',6'-dihydro-5'H-spiro[indoline-3,4'-pyrrolo[3,4-d]imidazol]-5'-yl)benzonitrile ClC1=CC(=C(C#N)C=C1)N1C(C=2N=C(N(C2C12C(NC1=CC(=CC=C12)Cl)=O)C(C)C)C=1C(=NC(=NC1)OC)OC)=O